tert-butyl (3S)-3-((4-(2-(4-amino-2,3-difluoro-phenoxy)-3-pyridyl)pyrimidin-2-yl)amino)pyrrolidine-1-carboxylate NC1=C(C(=C(OC2=NC=CC=C2C2=NC(=NC=C2)N[C@@H]2CN(CC2)C(=O)OC(C)(C)C)C=C1)F)F